(9aR,10S)-10-((S)-(2,3-difluorophenyl)(2-fluorophenyl)methyl)-4-hydroxy-8,9,9a,10-tetrahydro-7H-pyrrolo[1',2':4,5]pyrazino[1,2-b]pyridazine-3,5-dione FC1=C(C=CC=C1F)[C@@H]([C@H]1[C@@H]2N(C(C=3N1N=CC(C3O)=O)=O)CCC2)C2=C(C=CC=C2)F